COC=1C=C(C=NC1)N1C(C=CC=C1)=O 5'-methoxy-2H-[1,3'-bipyridin]-2-one